N=1C=NN2C1C=C(C=C2)OC2=C(C(=C(C=C2)NC=2C1=C(N=CN2)C=NC(=C1)OC1CC2CCC(C1)N2C(=O)OC(C)(C)C)F)C tert-Butyl endo-3-((4-((4-([1,2,4]triazolo[1,5-a]pyridin-7-yloxy)-2-fluoro-3-methylphenyl)amino)pyrido[3,4-d]pyrimidin-6-yl)oxy)-8-azabicyclo[3.2.1]octane-8-carboxylate